1,6-diphosphofructose P(=O)(O)(O)OCC(=O)[C@@H](O)[C@H](O)[C@H](O)COP(=O)(O)O